ClC1=C(CNC(=N)SC)C=C(C=C1)C#N methyl (2-chloro-5-cyanobenzyl)carbamimidothioate